FC1=C(C=C(C=C1)C1=C(C=C(C=C1)C1=NNCOC1)C(F)(F)F)O 5-[4'-fluoro-3'-hydroxy-2-(trifluoromethyl)biphenyl-4-yl]-3,6-dihydro-2H-1,3,4-oxadiazin